(Z)-3-((1H-imidazol-5-yl)methylene)-5-(6-(cyclopropylamino)pyrazin-2-yl)indoline-2-one N1C=NC=C1\C=C\1/C(NC2=CC=C(C=C12)C1=NC(=CN=C1)NC1CC1)=O